(cyclopentadienyl)tris(dimethylamino)hafnium C1(C=CC=C1)[Hf](N(C)C)(N(C)C)N(C)C